NC(C(=O)NC=1C=CC2C(=CC(OC2C1)=O)C)CCC(=O)N 2-amino-N1-(4-methyl-2-oxo-4a,8a-dihydro-2H-chromen-7-yl)glutaramide